(S)-7-((6-((dimethylamino)-methyl)-5-(2-(methoxymeth-yl)morpholino)pyridin-2-yl)amino)-4-(7-fluoroimidazo[1,2-a]pyridin-3-yl)isoindolin-1-one CN(C)CC1=C(C=CC(=N1)NC=1C=CC(=C2CNC(C12)=O)C1=CN=C2N1C=CC(=C2)F)N2C[C@H](OCC2)COC